CC1N(CCOC1)CCC methyl-4-propyl-morpholine